FC(C(=O)O)(F)F.NCC(CN1N=CN(C1=O)CC1=CC(=CS1)N1C(C=CC2=CC=CC(=C12)F)=O)=C(F)F [5-[[1-[2-(aminomethyl)-3,3-difluoro-allyl]-5-oxo-1,2,4-triazol-4-yl]methyl]-3-thienyl]-8-fluoro-1H-quinolin-2-one trifluoroacetate